3-methyl-5-phenylpentanal CC(CC=O)CCC1=CC=CC=C1